OCC1=CC=C(C=C1)C=1N(C2=CC=CC(=C2C1)NC1CCS(CC1)(=O)=O)CC(F)(F)F 4-((2-(4-(hydroxymethyl)phenyl)-1-(2,2,2-trifluoroethyl)-1H-indol-4-yl)amino)tetrahydro-2H-thiopyran 1,1-dioxide